tert-butyl 3-(2-(1,3-dioxoisoindolin-2-yl)ethyl)-2-oxo-1,3,8-triazaspiro[4.5]decane-8-carboxylate O=C1N(C(C2=CC=CC=C12)=O)CCN1C(NC2(C1)CCN(CC2)C(=O)OC(C)(C)C)=O